BrC(C#N)CBr 2,3-dibromopropanenitrile